C1(CC1)C1=CC=C(C=N1)C(=O)NC1=CC=CC=2C(CCS(C21)(=O)=O)(F)F 6-cyclopropyl-N-(4,4-difluoro-1,1-dioxo-3,4-dihydro-2H-1λ6-benzothiopyran-8-yl)pyridine-3-carboxamide